N-[3-[4-(4-chlorophenyl)pyrimidin-2-yl]-1-bicyclo[1.1.1]pentanyl]-3-(1-methylsulfonylcyclopropyl)-1,2,4-thiadiazole-5-carboxamide ClC1=CC=C(C=C1)C1=NC(=NC=C1)C12CC(C1)(C2)NC(=O)C2=NC(=NS2)C2(CC2)S(=O)(=O)C